2,3-dimethoxy-5-isobutylpyrazine COC1=NC=C(N=C1OC)CC(C)C